bis-(octadecyl)ammonium tetrakis(pentafluorophenyl)borate FC1=C(C(=C(C(=C1[B-](C1=C(C(=C(C(=C1F)F)F)F)F)(C1=C(C(=C(C(=C1F)F)F)F)F)C1=C(C(=C(C(=C1F)F)F)F)F)F)F)F)F.C(CCCCCCCCCCCCCCCCC)[NH2+]CCCCCCCCCCCCCCCCCC